BrC=1C(=C(C(=C(C1)C1(CCOCC1)C)F)F)OC 4-(5-bromo-2,3-difluoro-4-methoxyphenyl)-4-methyltetrahydro-2H-pyran